perfluoro-2-heptene FC(C(=C(C(C(C(C(F)(F)F)(F)F)(F)F)(F)F)F)F)(F)F